N-[6-(1-{[tert-butyl(dimethyl)silyl]oxy}-3,3-difluorocyclobutyl)pyridin-3-yl]-1,1-diphenylmethanimine [Si](C)(C)(C(C)(C)C)OC1(CC(C1)(F)F)C1=CC=C(C=N1)N=C(C1=CC=CC=C1)C1=CC=CC=C1